Tetraoctyltin C(CCCCCCC)[Sn](CCCCCCCC)(CCCCCCCC)CCCCCCCC